(triethoxide) titanium [Ti+3].[O-]CC.[O-]CC.[O-]CC